5-(3-(2,4-difluoro-3-(methylsulfonylamino)benzoyl)-1H-pyrazolo[3,4-b]pyridin-5-yl)picolinic acid methyl ester COC(C1=NC=C(C=C1)C=1C=C2C(=NC1)NN=C2C(C2=C(C(=C(C=C2)F)NS(=O)(=O)C)F)=O)=O